(R)-7-cyclobutyl-N-(1,1-dioxo-2,3-dihydrothiophen-3-yl)-2-oxo-1,2-dihydroquinoline-3-carboxamide C1(CCC1)C1=CC=C2C=C(C(NC2=C1)=O)C(=O)N[C@H]1CS(C=C1)(=O)=O